(1R)-3-[4-(4-ethyl-3-pyridyl)-7-fluoro-2-[4-(5-fluoro-3-methoxy-2-pyridyl)piperazine-1-carbonyl]-1H-indol-6-yl]cyclohex-3-ene-1-carboxylic acid C(C)C1=C(C=NC=C1)C1=C2C=C(NC2=C(C(=C1)C=1C[C@@H](CCC1)C(=O)O)F)C(=O)N1CCN(CC1)C1=NC=C(C=C1OC)F